(4-(2-chloroethoxy)phenyl)acetamide ClCCOC1=CC=C(C=C1)CC(=O)N